1-(cyclopent-2,4-dien-1-yl)-2-(4-(3,5-di-tert-butylphenyl)-2-methyl-1H-inden-1-yl)-1,1,2,2-tetramethyldisilane C1(C=CC=C1)[Si]([Si](C)(C)C1C(=CC2=C(C=CC=C12)C1=CC(=CC(=C1)C(C)(C)C)C(C)(C)C)C)(C)C